C(C)(=O)NC([C@@H](N)CCSC)=O N-acetylmethionine amide